2-methyl-5-(2-(pyridin-2-yl)cyclopropyl)benzofuran-3-carboxylic acid CC=1OC2=C(C1C(=O)O)C=C(C=C2)C2C(C2)C2=NC=CC=C2